NCCCCC(C)N1C(=NC2=C1C(=CC=C2)C=2C=[N+](C=CC2)[O-])NC(C2=CC(=CC=C2)C(=O)O)=O 3-(1-(6-aminohexan-2-yl)-2-(3-carboxybenzamido)-1H-benzo[d]imidazol-7-yl)pyridine 1-oxide